ClC=1C(=C2CCCCN2C1C(C(=O)N[C@H](C)C1=NC(=NO1)C)=O)C(=O)NC1=CC(=C(C=C1)F)Cl (R)-2-chloro-N-(3-chloro-4-fluorophenyl)-3-(2-((1-(3-methyl-1,2,4-oxadiazol-5-yl)ethyl)amino)-2-oxoacetyl)-5,6,7,8-tetrahydroindolizine-1-carboxamide